Cl.CN[C@H]1COC[C@@H](C1)OC=1C=2N(C=C(N1)C=1C=NN(C1)C)N=CC2 |r| rac-(3R,5R)-N-methyl-5-((6-(1-methyl-1H-pyrazol-4-yl)pyrazolo[1,5-a]pyrazin-4-yl)oxy)tetrahydro-2H-pyran-3-amine hydrochloride